NC1=C(C(=NN1[C@@H]1CN([C@H](C1)COC)C(C=C)=O)C#C)C(=O)N 5-amino-3-ethynyl-1-[(3S,5R)-5-(methoxymethyl)-1-(prop-2-enoyl)pyrrolidin-3-yl]Pyrazole-4-carboxamide